2-(5-(2-(2H-1,2,3-triazol-2-yl)benzoyl)hexahydropyrrolo[3,4-c]pyrrol-2(1H)-yl)-5,6,7,8-tetrahydroquinazolin-4(3H)-one N=1N(N=CC1)C1=C(C(=O)N2CC3C(C2)CN(C3)C3=NC=2CCCCC2C(N3)=O)C=CC=C1